tetrahydro-2H-pyran-3,4,5-triyltris(3,4,5-tris(benzyloxy)benzoate) O1CC(C(C(C1)C1=C(C(=O)[O-])C=C(C(=C1OCC1=CC=CC=C1)OCC1=CC=CC=C1)OCC1=CC=CC=C1)C1=C(C(=O)[O-])C=C(C(=C1OCC1=CC=CC=C1)OCC1=CC=CC=C1)OCC1=CC=CC=C1)C1=C(C(=O)[O-])C=C(C(=C1OCC1=CC=CC=C1)OCC1=CC=CC=C1)OCC1=CC=CC=C1